BrC=1C=C2CN=CNC2=C(C1)Br 6,8-dibromo-1,4-dihydroquinazoline